FC[C@H](CN(CC[C@@H](C(=O)O)NC(=O)C1(CC1)C=1C(=NC=NC1C)OC)CCCCC1=NC=2NCCCC2C=C1)OC (S)-4-(((S)-3-fluoro-2-methoxypropyl)(4-(5,6,7,8-tetrahydro-1,8-naphthyridin-2-yl)butyl)amino)-2-(1-(4-methoxy-6-methylpyrimidin-5-yl)cyclopropane-1-carboxamido)butanoic acid